2,2'-(phenylazanediyl)bis(4-methyl-N-(quinolin-8-yl)benzamide) C1(=CC=CC=C1)N(C1=C(C(=O)NC=2C=CC=C3C=CC=NC23)C=CC(=C1)C)C1=C(C(=O)NC=2C=CC=C3C=CC=NC23)C=CC(=C1)C